ClC1=CC(=C(N=N1)OC1=C(C=C(C=C1)F)OC)C(=O)O 6-chloro-3-(4-fluoro-2-methoxy-phenoxy)pyridazine-4-carboxylic acid